C(CCC(=O)OCN1C(SC2=C1CN(C2)C(C2=NC=C(C=C2)C(F)F)=O)=NC(=O)C=2C=NC(=CC2C2=CC(=NC=C2OC)Cl)C)(=O)OC(C)(C)C (Z)-tert-butyl ((2-((2'-chloro-5'-methoxy-6-methyl-[4,4'-bipyridine]-3-carbonyl)imino)-5-(5-(difluoromethyl)picolinoyl)-5,6-dihydro-2H-pyrrolo[3,4-d]thiazol-3(4H)-yl)methyl) succinate